3,6-dibromo-1,2,4,5-tetrazine BrC=1N=NC(=NN1)Br